(4-chlorophenyl)-(1-(3-chlorophenyl)cyclopropyl)methanol ClC1=CC=C(C=C1)C(O)C1(CC1)C1=CC(=CC=C1)Cl